C(C)C=CCN(C)C 1-ethyl-(3-dimethylaminopropene)